COC(C1=CC(=NC=C1C=1SC=CN1)OC)=O 2-methoxy-5-(thiazol-2-yl)isonicotinic acid methyl ester